(S)-1-(4-bromophenyl)-2,2,2-trifluoroethan-1-amine BrC1=CC=C(C=C1)[C@@H](C(F)(F)F)N